(S)-N2-(2,4-dichlorophenyl)-5-oxo-N1-phenylpyrrolidine-1,2-dicarboxamide ClC1=C(C=CC(=C1)Cl)NC(=O)[C@H]1N(C(CC1)=O)C(=O)NC1=CC=CC=C1